FC1=CC=C(C=C1)NC(=O)N[C@@H]1C(NC[C@H]1C1=CC=C(C=C1)SC)=O |o1:11,15| 1-(4-fluorophenyl)-3-[(3S*,4R*)-4-(4-methylthiophenyl)-2-oxopyrrolidin-3-yl]urea